FC(CCCCOC(CCCCC(=O)O)OCCCCC(C(F)(F)F)(F)F)(C(F)(F)F)F 6,6-bis((5,5,6,6,6-pentafluorohexyl)oxy)hexanoic acid